P(O)(=O)(OP(=O)(O)OP(=O)(O)O)OC[C@@H]1[C@H](C[C@@](O1)(N1C=NC=2C(=O)NC(N)=NC12)N)O amino-2'-deoxy-guanosine triphosphate